N-(p-methoxy-benzylidene)-p-n-butylaniline COC1=CC=C(C=NC2=CC=C(C=C2)CCCC)C=C1